ClC(C=O)CCl 2,3-DICHLOROPROPIONALDEHYDE